2-hydroxy-4-(10H-phenoxazin-10-yl)benzaldehyde OC1=C(C=O)C=CC(=C1)N1C2=CC=CC=C2OC=2C=CC=CC12